C1(=CC=C(C=C1)CCC(C)=O)C 4-(para-tolyl)-2-butanone